C1=C(C(=CC2=CC=CC=C12)[O-])[O-] 2,3-naphthalenediolate